FC1=C(CN(C(=O)[C@H]2[C@H]3CC[C@@H](C2)C3)C=3C=C(C=NC3)/C=C/C(=O)OC)C=CC(=C1)C=1C=C3C=NN(C3=CC1)C methyl (E)-3-(5-((1S,2R,4R)-N-(2-fluoro-4-(1-methyl-1H-indazol-5-yl)benzyl)bicyclo[2.2.1]heptane-2-carboxamido)pyridin-3-yl)acrylate